BrC1=C(C=C2C(=N1)C(=CN2S(=O)(=O)C2=CC=C(C)C=C2)C(C)C)F 5-bromo-6-fluoro-3-isopropyl-1-p-toluenesulfonyl-1H-pyrrolo[3,2-b]pyridine